(4-bromo-3-chlorophenyl)acrylic acid methyl ester COC(C(=C)C1=CC(=C(C=C1)Br)Cl)=O